BrC1=CC=C2CCN(C2=C1)C(CC=1N=C(SC1)COC1=CC=CC=C1)=O 1-(6-Bromoindolin-1-yl)-2-(2-(phenoxymethyl)thiazol-4-yl)ethan-1-one